(2-(6-Cyclopropylpyrazin-2-yl)pyrido[3,4-b]pyrazin-7-yl)methanol C1(CC1)C1=CN=CC(=N1)C=1N=C2C(=NC1)C=NC(=C2)CO